2,6-dihydroxy-5'-methyl-N-(oxetan-2-ylmethyl)-4-pentyl-2'-(prop-1-en-2-yl)-[1,1-biphenyl]-3-sulfonamide OC1=C(C(=CC(=C1S(=O)(=O)NCC1OCC1)CCCCC)O)C1=C(C=CC(=C1)C)C(=C)C